dioleyladipate C(CCCCCCC\C=C/CCCCCCCC)OC(CCCCC(=O)OCCCCCCCC\C=C/CCCCCCCC)=O